N1(CCC1)C1=CC2=C(C(=N1)CN(C(OC(C)(C)C)=O)C)CN(C2=O)C2=NC(=CC=C2)C2=NN=CN2C(C)C tert-butyl {[6-(azetidin-1-yl)-1-oxo-2-{6-[4-(propan-2-yl)-4H-1,2,4-triazol-3-yl]pyridin-2-yl}-2,3-dihydro-1H-pyrrolo[3,4-c]pyridin-4-yl]methyl}methylcarbamate